C(N)(=O)C(CC[C@H](N)C(=O)N)N 5-carbamoyl-L-ornithinamide